C(C1=CC=CC=C1)OC(=O)NC[C@@H](C(=O)OC)NC(=O)OC(C)(C)C (S)-methyl 3-(((benzyloxy)carbonyl)amino)-2-((tert-butoxycarbonyl)amino)propanoate